FC=1C=C(C=C(C1)F)C(C)NC=1C=C2C(=NNC2=CC1)C=CC=1C=NN(C1)C N-(1-(3,5-difluorophenyl)ethyl)-3-(2-(1-methyl-1H-pyrazol-4-yl)vinyl)-1H-indazol-5-amine